C(C)(C)C=1C(=NNC1C=1C=C(C=2N(C1)N=CN2)OC)C2=NC=C(N=C2)C2CCN(CC2)CC2CCOCC2 6-(4-isopropyl-3-(5-(1-((tetrahydro-2H-pyran-4-yl)methyl)piperidin-4-yl)pyrazin-2-yl)-1H-pyrazol-5-yl)-8-methoxy-[1,2,4]triazolo[1,5-a]pyridine